2-(2,6-dimethylpyridin-4-yl)-3-isopropyl-5-(2-(1-isopropylpiperidin-4-yl)pyridin-4-yl)-1H-indole CC1=NC(=CC(=C1)C=1NC2=CC=C(C=C2C1C(C)C)C1=CC(=NC=C1)C1CCN(CC1)C(C)C)C